N-((1-((2-(3,5-dichloro-phenyl)-6-((2-(4-(3-fluoro-2-hydroxy-propyl)piperazin-1-yl)pyrimidin-5-yl)oxy)pyridin-4-yl)methyl)piperidin-4-yl)methyl)acetamide ClC=1C=C(C=C(C1)Cl)C1=NC(=CC(=C1)CN1CCC(CC1)CNC(C)=O)OC=1C=NC(=NC1)N1CCN(CC1)CC(CF)O